1,5-dimethylol-p-tert-butylphenol C(O)C1(CC=C(C(=C1)CO)C(C)(C)C)O